C1(CCCCC1)[C@@H](C(=O)NC1=CC=C(C=C1)C=1C(=NNC1C)C)NC(=O)C1(CC1)F N-[(1S)-1-cyclohexyl-2-[4-(3,5-dimethyl-1H-pyrazol-4-yl)anilino]-2-oxo-ethyl]-1-fluoro-cyclopropanecarboxamide